C(C)(C)(C)OC(N(C)C1CCN(CC1)C1=C2C=CN(C2=CC=C1F)[C@H]1C(NC(CC1)=O)=O)=O N-[1-[5-fluoro-1-[(3R)-2,6-dioxo-3-piperidinyl]indol-4-yl]-4-piperidinyl]-N-methylcarbamic acid tert-butyl ester